2,4-dimethyl-6-(1-methylcyclohexyl)-phenol CC1=C(C(=CC(=C1)C)C1(CCCCC1)C)O